5-[2-([1,4]Dioxan-2-ylmethoxy)-4-oxo-6,7-dihydro-4H-pyrimido[6,1-a]isoquinolin-9-yl]-pyridine-2-carboxylic acid methylamide CNC(=O)C1=NC=C(C=C1)C=1C=C2CCN3C(C2=CC1)=CC(=NC3=O)OCC3OCCOC3